6-oxo-6-((2-(2,3,4,5-tetramethylcyclopenta-2,4-dien-1-yl)ethyl)amino)hexan-1-aminium acetate C(C)(=O)[O-].O=C(CCCCC[NH3+])NCCC1C(=C(C(=C1C)C)C)C